trimethoxysilylpropyl-octadecyl-octyl-methyl-ammonium bromide [Br-].CO[Si](OC)(OC)CCC[N+](C)(CCCCCCCC)CCCCCCCCCCCCCCCCCC